CN(C(=O)C=1C=NC=CC1)C N,N-dimethyl-pyridine-3-carboxamide